C1CC1CN2CC[C@]34[C@@H]5C6=C(C[C@]3([C@H]2CC7=C4C(=C(C=C7)O)O5)O)C8=C(N6)C=CC(=C8)N=C(N)N 13-ACETATE